3-(6-bromo-1-(t-butoxycarbonyl)-1H-indol-3-yl)propionic acid BrC1=CC=C2C(=CN(C2=C1)C(=O)OC(C)(C)C)CCC(=O)O